N-(2-chloro-4-(trifluoromethyl)phenyl)-1-(4-(4-(4-((2,6-dioxopiperidin-3-yl)amino)-2-fluorophenyl)piperazine-1-carbonyl)-1H-pyrazol-1-yl)cyclobutane-1-carboxamide ClC1=C(C=CC(=C1)C(F)(F)F)NC(=O)C1(CCC1)N1N=CC(=C1)C(=O)N1CCN(CC1)C1=C(C=C(C=C1)NC1C(NC(CC1)=O)=O)F